N,N-dimethyl-isobutyl-amine CN(C)CC(C)C